(R)-4-(((5-chloro-2-((5-cyanopyridin-3-yl)methoxy)-4-((3'-(3-(3-hydroxypyrrolidin-1-yl)propoxy)-2,2'-dimethyl-[1,1'-biphenyl]-3-yl)methoxy)benzyl)amino)methyl)pyrimidine-2-carbonitrile ClC=1C(=CC(=C(CNCC2=NC(=NC=C2)C#N)C1)OCC=1C=NC=C(C1)C#N)OCC=1C(=C(C=CC1)C1=C(C(=CC=C1)OCCCN1C[C@@H](CC1)O)C)C